FC1=C(CNC(=O)C2=CC=C(C=C2)N2CCN(CC2)C(=O)OC(C)(C)C)C=CC(=C1)NC(=O)[C@@H]1[C@H](C1)C=1C=NC=CC1 tert-butyl 4-(4-((2-fluoro-4-((1S,2S)-2-(pyridin-3-yl)cyclopropane-1-carboxamido)benzyl)carbamoyl)phenyl)piperazine-1-carboxylate